4-amino-6-methyl-2-(4-neopentylphenyl)pyrimidine-5-carboxylic acid NC1=NC(=NC(=C1C(=O)O)C)C1=CC=C(C=C1)CC(C)(C)C